di(ethylphenoxy)methyl-phenol C(C)C1=C(OC(OC2=C(C=CC=C2)CC)C2=C(C=CC=C2)O)C=CC=C1